C(C)(CC)C1C(NC2=C(CN1C(=O)NC1=CC(N(C=C1)C)=O)C=CC=C2)=O 3-(sec-butyl)-N-(1-methyl-2-oxo-1,2-dihydropyridin-4-yl)-2-oxo-1,2,3,5-tetrahydro-4H-benzo[1,4]diazepine-4-carboxamide